The molecule is an organophosphate oxoanion obtained by deprotonation of the phosphate OH group of 2-amino-3-hydroxy-4-methylbenzoyl-AMP; the major species at pH 7.3. It is a conjugate base of a 2-amino-3-hydroxy-4-methylbenzoyl-AMP. CC1=C(C(=C(C=C1)C(=O)OP(=O)([O-])OC[C@@H]2[C@H]([C@H]([C@@H](O2)N3C=NC4=C(N=CN=C43)N)O)O)N)O